O1C(CCCC1)OCCCCCCC1=CC=NC=C1 4-(6-((tetrahydro-2H-pyran-2-yl)oxy)hexyl)pyridine